1-(m-tolyl)-1H-benzo[d][1,2,3]triazol-6-amine hydrochloride Cl.C1(=CC(=CC=C1)N1N=NC2=C1C=C(C=C2)N)C